CC(C(C(=O)O)O)C(=O)O The molecule is a dicarboxylic acid that is succinic acid carrying hydroxy and methyl substituents at positions 2 and 3 respectively It has a role as a human metabolite. It derives from a succinic acid. It is a conjugate acid of a 3-methylmalate(2-).